(S)-2-(5-(ethoxycarbonyl)-4-(4-(ethoxycarbonyl)phenyl)-1H-imidazol-2-yl)azepan-1-carboxylic acid tert-butyl ester C(C)(C)(C)OC(=O)N1[C@@H](CCCCC1)C=1NC(=C(N1)C1=CC=C(C=C1)C(=O)OCC)C(=O)OCC